NC1=NC=C(C=N1)/C(=C/C=1C=C(C(=O)N[C@@H]2[C@H](CCC(C2)(F)F)O)C=CC1OC(F)F)/F 3-[(1Z)-2-(2-aminopyrimidin-5-yl)-2-fluorovinyl]-N-[(1S,2S)-5,5-difluoro-2-hydroxycyclohexyl]-4-(difluoromethoxy)benzamide